CNCC(CC=1SC=CC1)=O 3-(methylamino)-1-(thien-2-yl)acetone